2-cyclopropylmethyl-4-butyl-8-methoxy-phthalazin-1(2H)-one C1(CC1)CN1C(C2=C(C=CC=C2C(=N1)CCCC)OC)=O